BrC(C(C)=O)C(C)=O 3-bromopentane-2,4-dione